C(CCC)N(C=1N=C(C2=C(N1)OC1=C(C=CC(=C1)N(CCC(C)C)CC)C21OC(C2=CC=CC=C12)=O)C)CCCC 2-Di-n-butylamino-8-(N-ethyl-N-isoamylamino)-4-methylspiro[5H-[1]benzopyrano[2,3-d]pyrimidine-5,1'(3'H)-Isobenzofuran]-3'-on